5-hydroxy-7-methyl-6-(4-(methylthio)benzyl)imidazo[1,2-a]pyridine-8-carbonitrile OC1=C(C(=C(C=2N1C=CN2)C#N)C)CC2=CC=C(C=C2)SC